C(C1CO1)OC(CC)[Si](OC)(OC)OC α-glycidoxypropyl-trimethoxysilane